N-(3-([1,2,4]triazolo[1,5-a]pyridin-2-yl)-5-fluoro-2-methylphenyl)-2-chloro-3,4-difluorobenzamide N=1C(=NN2C1C=CC=C2)C=2C(=C(C=C(C2)F)NC(C2=C(C(=C(C=C2)F)F)Cl)=O)C